1-(tert-butyl)-3,5-dimethoxybenzene C(C)(C)(C)C1=CC(=CC(=C1)OC)OC